OCCN(CC(=O)O)CCO N,N-bis-[2-hydroxyethyl]glycine